S(O)(O)(=O)=O.COC1=C2CCOC(C2=CC=C1)C=1NCCN1 2-(5-methoxyisochroman-1-yl)-4,5-dihydro-1H-imidazole bisulfate